Methyl 3-methyl-2-(4,4,5,5-tetramethyl-1,3,2-dioxaborolan-2-yl)-1H-indole-6-carboxylate CC1=C(NC2=CC(=CC=C12)C(=O)OC)B1OC(C(O1)(C)C)(C)C